FC1=CC=C(C=C1)NC(=O)C1(CC1)C(=O)NC1=CC(=C(C=C1)OCC1=CC=CC=C1)F Cyclopropane-1,1-dicarboxylic acid (4-benzyloxy-3-fluoro-phenyl)-amide (4-fluoro-phenyl)amide